2-(pyridin-3-ylmethyl)-2,4,5,6-tetrahydropyrrolo[3,4-c]pyrazole N1=CC(=CC=C1)CN1N=C2C(=C1)CNC2